N,N,N'-Trimethyl-N'-(2-hydroxyethyl)bis(2-aminoethyl)ether CN(C)CCOCCN(C)CCO